2,2'-(2-((R)-1-((2S,3R)-3-hydroxy-2-(6-phenylpicolinamido)butanamido)-3-methylbutyl)-5-oxo-1,3,2-dioxaborolane-4,4-diyl)bis(N,N-dimethylacetamide) O[C@@H]([C@@H](C(=O)N[C@@H](CC(C)C)B1OC(C(O1)(CC(=O)N(C)C)CC(=O)N(C)C)=O)NC(C1=NC(=CC=C1)C1=CC=CC=C1)=O)C